N-(3-(1,1-difluoroethyl)phenyl)-5-(4-(difluoromethoxy)phenyl)-3-methylpyrazine-2-carboxamide FC(C)(F)C=1C=C(C=CC1)NC(=O)C1=NC=C(N=C1C)C1=CC=C(C=C1)OC(F)F